C(C1=CC=CC=C1)OC1=CC=C2C(=N1)C=CN2C[C@H](C)O (S)-1-(5-(benzyloxy)-1H-pyrrolo[3,2-b]pyridin-1-yl)propan-2-ol